(3S)-3-(5-chloro-2-methoxyphenyl)-3-propyl-6-(trifluoromethyl)indolin-2-one ClC=1C=CC(=C(C1)[C@]1(C(NC2=CC(=CC=C12)C(F)(F)F)=O)CCC)OC